2-phenyl-1-(phenylethynyl)benzene C1(=CC=CC=C1)C1=C(C=CC=C1)C#CC1=CC=CC=C1